ClC1=CC=C(OC2=C3C(C=CNC3=CC(=C2)F)=O)C=C1 5-(4-chlorophenoxy)-7-fluoro-4-oxo-1,4-dihydroquinolin